2-(5-chloro-2-ethoxy-4-methyl-3-(5-(trifluoromethyl)pyridine-3-yl)phenyl)propionitrile ClC=1C(=C(C(=C(C1)C(C#N)C)OCC)C=1C=NC=C(C1)C(F)(F)F)C